(E)-methyl 2-(2-(trifluoromethyl)-2H-pyran-4(3H,5H,6H)-ylidene)acetate FC(C1OCC/C(/C1)=C\C(=O)OC)(F)F